C(C1=CC=CC=C1)OC1=C(C(=O)OCC2=CC=CC=C2)C=CC(=C1)N(C(=O)[C@@H]1N(CC1)S(=O)(=O)C1=C(C(=C(C(=C1F)F)F)F)F)CC=1C=NC(=CC1)C1CCCCC1 benzyl (R)-2-(benzyloxy)-4-(N-((6-cyclohexylpyridin-3-yl)methyl)-1-((perfluorophenyl)sulfonyl)azetidine-2-carboxamido)benzoate